C(C)OCC DiEthyl ether